C(C1=CC=CC=C1)(=O)C=1C=CC2=C(C(=C(S2)NCCC)C2CCN3CCCCC3CC2)C1 5-benzoyl-N-propylamino-3-(1-azabicyclo[5.4.0]undecan-4-yl)-benzothiophene